4-tert-butyl-phenoxide C(C)(C)(C)C1=CC=C([O-])C=C1